ClC1=C(C=C(C=C1)[C@@H](NC(=O)N1[C@@H](C(NCC1)=O)C)C1=NC(=C(C=C1)F)C(F)(F)F)C#N (2R)-N-((R)-(4-chloro-3-cyanophenyl)(5-fluoro-6-(trifluoromethyl)pyridin-2-yl)methyl)-2-methyl-3-oxopiperazine-1-carboxamide